Br.Br.C(CCCC)(=O)N pentanamide dihydrobromide salt